NCCOCCNCC(=O)N1CCN(CC1)C(=O)C=1C=C(C=CC1F)CC1=NNC(C2=CC=CC=C12)=O 4-[[3-[4-[2-[2-(2-aminoethoxy)ethylamino]acetyl]piperazine-1-carbonyl]-4-fluoro-phenyl]methyl]-2H-phthalazin-1-one